ethylcycloheptylpyridinium C(C)C1=[N+](C=CC=C1)C1CCCCCC1